N(=C=O)C1CC2CC2C1 3-isocyanato-bicyclo[3.1.0]hexane